C1(=CC=CC=C1)C(C(=O)[O-])(C(=O)[O-])C1=CC=CC=C1.[K+].[Li+] lithium potassium 2,2-diphenylmalonate